N-(2-(bis(2-aminoethyl)amino)ethyl)-4-methoxybenzamide NCCN(CCNC(C1=CC=C(C=C1)OC)=O)CCN